acryloyloxydodecyldihydrogenphosphate C(C=C)(=O)OCCCCCCCCCCCCOP(=O)(O)O